ClC=1C=CC2=C(C=C(O2)C2=CN=CC3=C2SCCN3S(=O)(=O)C3CCN(CC3)C#N)C1 4-((8-(5-chlorobenzofuran-2-yl)-2,3-Dihydro-4H-pyrido[4,3-b][1,4]thiazin-4-yl)sulfonyl)-1-cyano-piperidine